1-[4-(8-[(5-methyl-1H-indazol-4-yl)oxy]-2-{[(2S)-1-methylpyrrolidin-2-yl]methoxy}pyrido[3,4-d]pyrimidin-4-yl)piperazin-1-yl]prop-2-en-1-one CC=1C(=C2C=NNC2=CC1)OC1=NC=CC2=C1N=C(N=C2N2CCN(CC2)C(C=C)=O)OC[C@H]2N(CCC2)C